ClC1=C(C=C(C=C1)Cl)[C@@H](C)O (1R)-1-(2,5-dichlorophenyl)ethanol